N-(4-morpholinophenyl)-8-phenylquinazolin-2-amine O1CCN(CC1)C1=CC=C(C=C1)NC1=NC2=C(C=CC=C2C=N1)C1=CC=CC=C1